4-(8-bromo-7-methoxy-1-pyrimidin-4-yl-4,5-dihydrobenzo[g]indazole-3-carbonyl)-3,3-dimethyl-piperazin-2-one BrC1=CC2=C(CCC=3C(=NN(C23)C2=NC=NC=C2)C(=O)N2C(C(NCC2)=O)(C)C)C=C1OC